2-(2-Butoxyethoxy)ethyl acetate C(C)(=O)OCCOCCOCCCC